1-(4-(4-(1,3-dioxolan-2-yl)piperidin-1-yl)-2-fluorophenyl)dihydropyrimidine O1C(OCC1)C1CCN(CC1)C1=CC(=C(C=C1)N1CNCC=C1)F